NCC=1C=C(C=CC1)C=1C=CC2=C(C(=C(O2)CCC)COC2=C(C=CC(=C2)OC)CC(=O)O)C1 2-(2-((5-(3-(aminomethyl)phenyl)-2-propylbenzofuran-3-yl)methoxy)-4-methoxyphenyl)acetic acid